CN1CCN2CCN(C3=CN=CC1=C23)C 1,6-Dimethyl-2,3,5,6-tetrahydro-1H,4H-1,3a,6,8-tetraazaphenalene